BrC1=C(C=C(C=C1)C(C(=O)N)C(C(C(F)(F)F)C)=O)F (4-bromo-3-fluorophenyl)-5,5,5-trifluoro-4-methyl-3-oxopentanamide